BrC=1C(=CC=2N(C1)C=C(N2)CBr)OC 6-bromo-2-(bromomethyl)-7-methoxyimidazo[1,2-a]Pyridine